1-{2-[5-(difluoromethyl)-1,3,4-oxadiazol-2-yl]acetyl}-4-fluoro-N-{[6-methyl-5-(propan-2-yl)pyridin-2-yl](phenyl)methyl}pyrrolidine-2-carboxamide FC(C1=NN=C(O1)CC(=O)N1C(CC(C1)F)C(=O)NC(C1=CC=CC=C1)C1=NC(=C(C=C1)C(C)C)C)F